Cl.C(C1=CC=CC=C1)(=O)O benzoate hydrochloride